C(CCCCCCCC)[C@@H]1CCO1 (R)-4-nonyl-oxetan